P(O)(=O)(OP(=O)(O)OP(=O)(O)O)OC[C@@H]1[C@H]([C@H]([C@@H](O1)C1=CN(C(=O)NC1=O)CC)O)O N1-Ethylpseudouridine-5'-Triphosphate